2-hydroxy-2-sulfinatoacetic acid disodium salt [Na+].[Na+].OC(C(=O)O)S(=O)[O-].OC(C(=O)O)S(=O)[O-]